N=1C=NN2C1C=C(C=C2)CC2=C(C=C(C=C2)NC=2C1=C(N=CN2)C=CC(=N1)N1CC(N(CC1)C(=O)OC(C)(C)C)(C)C)C tert-butyl 4-(4-((4-([1,2,4]triazolo[1,5-a]pyridin-7-ylmethyl)-3-methylphenyl)amino)pyrido[3,2-d]pyrimidin-6-yl)-2,2-dimethylpiperazine-1-carboxylate